4-(4-bromophenyl)-1,4-oxazepane BrC1=CC=C(C=C1)N1CCOCCC1